1-propylbenzobenzotriazol C(CC)N1N=NC2=C1C1=C(C=C2)C=CC=C1